3-bromo-4-(4-chlorobenzyloxy)thiophene BrC1=CSC=C1OCC1=CC=C(C=C1)Cl